FC1=C(C=C(C=C1)F)N1C(C(=C2N1CCCC2)C(=O)NC2=CC(=C(C=C2)OC2=NC=NC1=CC(=C(C=C21)OC)OC)C)=O (2,5-difluorophenyl)-N-(4-((6,7-dimethoxyquinazolin-4-yl)oxy)-3-methylphenyl)-2-oxo-1,2,4,5,6,7-hexahydropyrazolo[1,5-a]pyridine-3-carboxamide